FC=1C=C(C=C(C1)C(=O)OC)N1[C@H]2[C@@H](CCC1)N(CC2)C(=O)OC(C)(C)C Tert-butyl (3aR,7aR)-4-[3-fluoro-5-(methoxycarbonyl)phenyl]-hexahydro-2H-pyrrolo[3,2-b]pyridine-1-carboxylate